FC1(CC1(C)C)F 2,2-difluoro-3,3-dimethylcyclopropane